tert-butyl (S)-(1-oxo-1-(((phenyl-d5)methyl-d2)amino)propan-2-yl)carbamate O=C([C@H](C)NC(OC(C)(C)C)=O)NC([2H])([2H])C1=C(C(=C(C(=C1[2H])[2H])[2H])[2H])[2H]